C(#N)C1(CC1)CS(=O)(=O)C=1C=C2CNC(C2=CC1)C(NC1=CC=C(C=C1)C(C(F)(F)F)(C(F)(F)F)O)=O 5-{[(1-Cyanocyclopropyl)methyl]sulfonyl}-1-{[4-(1,1,1,3,3,3-hexafluoro-2-hydroxypropan-2-yl)phenyl]carbamoyl}-1,3-dihydro-2H-isoindol